NC=1N=NC(=CC1N1N=CC(=C1)N1CCN(CC1)C(=O)OC(C)(C)C)C1=C(C=CC=C1)O tert-butyl 4-[1-[3-amino-6-(2-hydroxyphenyl)pyridazin-4-yl]pyrazol-4-yl]piperazine-1-carboxylate